O[C@H](C)[C@H]1OC(CN(C1)C(=O)OC(C)(C)C)(C)C tert-butyl (6S)-6-[(1R)-1-hydroxyethyl]-2,2-dimethylmorpholine-4-carboxylate